2-(dimethylamino)-N-{5-[(6-{8-methyl-1H,2H,3H-pyrido[2,3-b][1,4]oxazin-7-yl}-5,6,7,8-tetrahydro-2,6-naphthyridin-3-yl)amino]pyridin-2-yl}acetamide CN(CC(=O)NC1=NC=C(C=C1)NC=1N=CC=2CCN(CC2C1)C1=C(C2=C(OCCN2)N=C1)C)C